7-cyclopropyl-4-hydroxy-11-oxo-2,6,7,11-tetrahydro-1H-furo[2,3-H]pyrido[2,1-a]isoquinoline-10-carboxylate C1(CC1)C1N2C(C=3C4=C(C(=CC3C1)O)OCC4)=CC(C(=C2)C(=O)[O-])=O